5-formyl-10,15,20-triphenylporphyrin C(=O)C=1C2=CC=C(N2)C(=C2C=CC(C(=C3C=CC(=C(C=4C=CC1N4)C4=CC=CC=C4)N3)C3=CC=CC=C3)=N2)C2=CC=CC=C2